OCC[SiH3] (2-hydroxyethyl)silane